1-{2-[1-(3,4-dichlorophenyl)-5-methyl-1H-pyrazol-3-yloxy]ethyl}-4-methylpiperazine ClC=1C=C(C=CC1Cl)N1N=C(C=C1C)OCCN1CCN(CC1)C